[C].[N] nitrogen carbon